ethyl (R)-2-(2,2,7-trifluoro-3-oxo-6-(perfluorophenyl)-2,3-dihydro-4H-benzo[b][1,4]oxazin-4-yl)propanoate FC1(C(N(C2=C(O1)C=C(C(=C2)C2=C(C(=C(C(=C2F)F)F)F)F)F)[C@@H](C(=O)OCC)C)=O)F